BrC=1C(=C2C3=C(N=C(N=C3C1F)OC[C@]13CCCN3C[C@@H](C1)F)N1[C@@H](CCO2)COCC1)Cl (S)-10-bromo-11-chloro-9-fluoro-7-(((2R,7aS)-2-fluorotetrahydro-1H-pyrrolizin-7a(5H)-yl)methoxy)-1,3,4,13,14,14a-hexahydro-[1,4]oxazino[4',3':5,6][1,5]oxazocino[4,3,2-de]quinazoline